N(N)C1=CC=C(C=N1)NC(CC)=O N-(6-hydrazineylpyridin-3-yl)propionamide